4-(4-trifluoromethyl-benzylidene)-3-methyl-1-phenyl-1H-pyrazol-5(4H)-one FC(C1=CC=C(C=C2C(=NN(C2=O)C2=CC=CC=C2)C)C=C1)(F)F